7-[4-(methylamino)-5-{5-[(1r,4r)-4-(ethylamino)cyclohexyl]-1,3,4-thiadiazol-2-yl}pyridin-2-yl]pyrrolo[1,2-b]pyridazine-3-carbonitrile CNC1=CC(=NC=C1C=1SC(=NN1)C1CCC(CC1)NCC)C1=CC=C2N1N=CC(=C2)C#N